BrCC(=O)C1=CC(=NO1)C1CCCC1 2-bromo-1-(3-cyclopentyl-1,2-oxazol-5-yl)ethan-1-one